N-((S)-(5-((R)-1-(((S)-tert-butylsulfinyl)amino)ethyl)-1H-benzo[d]imidazol-2-yl)(4,4-difluorocyclohexyl)methyl)-1-methyl-1H-pyrazole-5-carboxamide C(C)(C)(C)[S@](=O)N[C@H](C)C1=CC2=C(NC(=N2)[C@@H](NC(=O)C2=CC=NN2C)C2CCC(CC2)(F)F)C=C1